(3S)-3-{8-chloro-1-iodoimidazo[1,5-a]pyrazin-3-yl}pyrrolidine-1-carboxylic acid tert-butyl ester C(C)(C)(C)OC(=O)N1C[C@H](CC1)C1=NC(=C2N1C=CN=C2Cl)I